azepan-1-yl(4'-hydroxy-[1,1'-biphenyl]-3-yl)methanone N1(CCCCCC1)C(=O)C=1C=C(C=CC1)C1=CC=C(C=C1)O